2-(ethoxymethyl)-1H-imidazole-4,5-dicarboxhydrazide C(C)OCC=1NC(=C(N1)C(=O)NN)C(=O)NN